tert-butyl 3-((1-(N-(5-chloro-4-(cyclopentylmethoxy)-2-fluorobenzoyl)sulfamoyl)piperidin-4-yl)oxy)azetidine-1-carboxylate ClC=1C(=CC(=C(C(=O)NS(=O)(=O)N2CCC(CC2)OC2CN(C2)C(=O)OC(C)(C)C)C1)F)OCC1CCCC1